BrC=1CCCCC1 2-bromo-2-cyclohexene